COCCOC1C=CC=C(N1)CCN 2-(6-(2-methoxyethoxy)-1,6-dihydropyridin-2-yl)ethan-1-amine